1-(2-(4-oxoquinazolin-3(4H)-yl)ethyl)pyridin-1-ium bromide [Br-].O=C1N(C=NC2=CC=CC=C12)CC[N+]1=CC=CC=C1